OC(CC)C(C(CCCC)=O)C 3-Hydroxy-4-methylnonan-5-one